tert-Butyl 2-(2-chloro-5-((1-methyl-1H-pyrazol-4-yl)ethynyl)pyridin-4-yl)-2,7-diazaspiro[3.5]nonane-7-carboxylate ClC1=NC=C(C(=C1)N1CC2(C1)CCN(CC2)C(=O)OC(C)(C)C)C#CC=2C=NN(C2)C